O[C@@H]1[C@@H](C[C@H](CC1)N1N=C2C=C(C(=CC2=C1)C(=O)NC1=CN=C2N1N=CC=C2)OC)C |r| rac-2-((1S,3R,4S)-4-hydroxy-3-methylcyclohexyl)-N-(imidazo[1,2-b]pyridazin-3-yl)-6-methoxy-2H-indazole-5-carboxamide